C(CC)C1=NC(=NO1)N 5-propyl-1,2,4-oxadiazol-3-amine